(5RS,7RS)-7-Methyl-3-oxo-2-{[6-(trifluoromethyl)pyridin-3-yl]methyl}-2,3,5,6,7,8-hexahydro[1,2,4]triazolo[4,3-a]pyridin C[C@H]1CC=2N(CC1)C(N(N2)CC=2C=NC(=CC2)C(F)(F)F)=O |r|